C1(=CC=CC=C1)C=1C=CC=2N(C3=CC=C(C=C3C2C1)C1=CC=CC=C1)CCP(O)(O)=O [2-(3,6-diphenyl-9H-carbazole-9-yl)ethyl]phosphonic acid